CC(C)N(C1=CC=CC=C1)C(=O)CCl The molecule is an anilide that consists of 2-chloroacetanilide bearing an N-isopropyl substituent. It has a role as a herbicide, an environmental contaminant and a xenobiotic. It is an anilide, an organochlorine compound and a monocarboxylic acid amide.